NC1=NC2=CC(=CC=C2C=C1Cl)CN(C(=O)C=1C=NC(=NC1)C1CC1)C1=CC=CC=2CCS(C21)(=O)=O N-[(2-amino-3-chloroquinolin-7-yl)methyl]-2-cyclopropyl-N-(1,1-dioxo-2,3-dihydro-1λ6-benzothiophen-7-yl)pyrimidine-5-carboxamide